(3S)-3-methyl-6-(3,4,5-trifluorophenyl)-2,3,4,5-tetrahydropyridine C[C@@H]1CN=C(CC1)C1=CC(=C(C(=C1)F)F)F